(2-(prop-2-yn-1-yloxy)ethyl)-trans-cyclooctene C(C#C)OCCC1=CCCCCCC1